(S)-4-benzyl-N-(6-fluoro-5-methyl-4-oxo-2,3,4,5-tetrahydrobenzo[b][1,4]azazepin-3-yl)-1H-pyrazole-1-carboxamide C(C1=CC=CC=C1)C=1C=NN(C1)C(=O)N[C@@H]1C(N(C2=C(NC1)C=CC=C2F)C)=O